C1(=CC=CC=C1)S(=O)(=O)N1C(=CC=2C1=NC=CC2Br)C2=CC=C(C=O)C=C2 4-[1-(benzenesulfonyl)-4-bromo-pyrrolo[2,3-b]pyridin-2-yl]benzaldehyde